NCC1(CCN(CC1)C1=NN2C(S1)=NC=C2C2=C(C=C(C=C2)C(CF)F)OC)O 4-(aminomethyl)-1-(5-(4-(1,2-difluoroethyl)-2-methoxyphenyl)imidazo[2,1-b][1,3,4]thiadiazol-2-yl)piperidin-4-ol